7-(4-amino-4-methylpiperidine-1-yl)-3-(2,3-dichlorophenyl)quinazoline-2,4(1H,3H)-dione NC1(CCN(CC1)C1=CC=C2C(N(C(NC2=C1)=O)C1=C(C(=CC=C1)Cl)Cl)=O)C